NC1=NC=C(C2=C1C(=NN2[C@@H]2CN(CC2)C(C=C)=O)C#CC2=C(C(=CC(=C2F)OC)OC)F)C2=NC=CC=N2 (S)-1-(3-(4-amino-3-((2,6-difluoro-3,5-dimethoxyphenyl)ethynyl)-7-(pyrimidin-2-yl)-1H-pyrazolo[4,3-c]pyridin-1-yl)pyrrolidin-1-yl)prop-2-en-1-one